C1(CCCCC1)N(P(N(C1CCCCC1)C1CCCCC1)(N(C1CCCCC1)C1CCCCC1)=O)C1CCCCC1 hexacyclohexylphosphoric triamide